N-aminopyridinium N[N+]1=CC=CC=C1